octadecyl-dimethyl-ammonium chloride [Cl-].C(CCCCCCCCCCCCCCCCC)[NH+](C)C